NC1=C(C=C(C(=N1)OC=1C(=C(C=CC1)C[C@@H]1N(CC([C@@H]1NS(=O)(=O)C)(F)F)C(=O)OC(C)(C)C)F)Br)F tert-butyl (2S,3R)-2-({3-[(6-amino-3-bromo-5-fluoropyridin-2-yl)oxy]-2-fluorophenyl}methyl)-4,4-difluoro-3-[(methanesulfonyl)amino]pyrrolidine-1-carboxylate